((3-(1-ethoxyethoxy)cyclobutoxy)methyl)benzene C(C)OC(C)OC1CC(C1)OCC1=CC=CC=C1